2-oxospiro[indoline-3,3'-pyrrolidine]-4,5,6,7-d4-5'-carboxamide O=C1NC2=C(C(=C(C(=C2C12CNC(C2)C(=O)N)[2H])[2H])[2H])[2H]